5-{[1-(4-fluorobenzoyl)-4-hydroxypiperidin-4-yl]methyl}-1-(4-methoxyphenyl)-1H,4H,5H-pyrazolo[3,4-d]pyrimidin-4-one FC1=CC=C(C(=O)N2CCC(CC2)(O)CN2C=NC3=C(C2=O)C=NN3C3=CC=C(C=C3)OC)C=C1